C(C1=CC=CC=C1)OC1=C(C=C2CCC=3N(C2=C1)C=NC3C3CC3)F 8-(benzyloxy)-3-cyclopropyl-7-fluoro-4,5-dihydroimidazo[1,5-a]quinoline